C[C@H]1[C@H]([C@H]([C@@H]([C@H](O1)O[C@H]2[C@@H]([C@H](O[C@@H]([C@@H]2O)O)CO)O)O)O)O The molecule is a glucosylglucose consisting of beta-L-fucopyranose and alpha-D-glucopyranose residues joined in sequence by a (1->3) glycosidic bond. It derives from a beta-L-fucose and an alpha-D-glucose.